3-morpholinobenzoic acid O1CCN(CC1)C=1C=C(C(=O)O)C=CC1